ClC=1C=C2CC(CC2=CC1Cl)(C(=O)NCC1=NC(=NN1)C(C(F)(F)F)(C)C)C#N 5,6-dichloro-2-cyano-N-[[3-(2,2,2-trifluoro-1,1-dimethyl-ethyl)-1H-1,2,4-triazol-5-yl]methyl]indane-2-carboxamide